3,6-bis(4-(bis((9Z,12Z)-2-hydroxyoctadeca-9,12-dien-1-yl)amino)butyl)piperazine-2,5-dione OC(CN(CCCCC1C(NC(C(N1)=O)CCCCN(CC(CCCCCCC=CCC=CCCCCC)O)CC(CCCCCC\C=C/C\C=C/CCCCC)O)=O)CC(CCCCCC\C=C/C\C=C/CCCCC)O)CCCCCC\C=C/C\C=C/CCCCC